C(CC)N(CCCN)CCC N,N-dipropyl-1,3-propylenediamine